2-[4-(methylsulfanyl)phenyl][1,2,4]triazolo[1,5-c]quinazolin CSC1=CC=C(C=C1)C1=NN2C=NC=3C=CC=CC3C2=N1